C(#N)C=1N=C2C(=CC(N(C2=CC1)C)=O)N1C[C@H](N(C[C@@H]1C)C(CC(=O)NC)C1=CC=C(C=C1)F)C 3-[(2r,5s)-4-(6-cyano-1-methyl-2-oxo-1,2-dihydro-1,5-naphthyridin-4-yl)-2,5-dimethylpiperazin-1-yl]-3-(4-fluorophenyl)-N-methylpropanamide